3-(3-ethylphenyl)-2,2-dimethylpropanal C(C)C=1C=C(C=CC1)CC(C=O)(C)C